tetradecyl 3-((4-((2-(dimethylamino)ethyl)amino)-3-(2-hexyldecanamido)-4-oxobutyl)thio)propanoate CN(CCNC(C(CCSCCC(=O)OCCCCCCCCCCCCCC)NC(C(CCCCCCCC)CCCCCC)=O)=O)C